6'-chloro-4'-fluoro-5-((4-methylpiperidin-1-yl)sulfonyl)-2,3'-bipyridine ClC1=CC(=C(C=N1)C1=NC=C(C=C1)S(=O)(=O)N1CCC(CC1)C)F